4-butylbenzoate C(CCC)C1=CC=C(C(=O)[O-])C=C1